C1(CC1)C1=NC=NC(=C1C=1N=C(C2=C(N1)CCN(C2)C(=O)OC(C)(C)C)S(=O)(=O)C)OC tert-butyl 2-(4-cyclopropyl-6-methoxypyrimidin-5-yl)-4-(methylsulfonyl)-7,8-dihydro-pyrido[4,3-d]pyrimidine-6(5H)-carboxylate